3-butoxybutanol C(CCC)OC(CCO)C